Br/C=C(/F)\N1N=C(C(=C1)F)S(=O)(=O)NC(C)(C)C (E)-1-(2-bromo-1-fluorovinyl)-N-(tert-butyl)-4-fluoro-1H-pyrazole-3-sulfonamide